BrC1=CC=C2NC(C(N(C2=C1F)CC1=CC=C(C=C1)OC)=O)=O 7-bromo-8-fluoro-1-(4-methoxybenzyl)-1,4-dihydroquinoxaline-2,3-dione